COC[C@H](C)NC(=O)C1=CC=C2C(=CC(=NC2=C1)C1=CC=C(C=C1)C(F)(F)F)C (S)-N-(1-methoxypropan-2-yl)-4-methyl-2-(4-(trifluoromethyl)phenyl)quinoline-7-carboxamide